ClC=1C=NC(=C(C(=O)N(C)[C@@H]2CCOC3=C(C=CC=C23)F)C1)OC |r| racemic-5-chloro-N-(8-fluorochroman-4-yl)-2-methoxy-N-methylnicotinamide